N1N=CC2=CC=CC(=C12)B(O)O 1H-indazol-7-ylboronic acid